4-((2-(trimethylsilyl)ethoxy)carbonyl)benzen-1-ide C[Si](CCOC(=O)C1=CC=[C-]C=C1)(C)C